CC=1C=C(C[C@H](N)C(=O)O)C=CC1C 3,4-dimethyl-phenylalanine